3-(5-(1-methyl-7-(pyrrolidin-1-ylmethyl)-1H-pyrazolo[4,3-b]pyridin-5-yl)-1-oxoisoindolin-2-yl)piperidine-2,6-dione CN1N=CC2=NC(=CC(=C21)CN2CCCC2)C=2C=C1CN(C(C1=CC2)=O)C2C(NC(CC2)=O)=O